[N+](=O)([O-])C1=CC=C(C=C1)S(=O)(=O)NCC1=NC=CC=C1 4-nitro-N-(2-pyridinylmethyl)-benzenesulfonamide